trioctadecylphosphite C(CCCCCCCCCCCCCCCCC)OP(OCCCCCCCCCCCCCCCCCC)OCCCCCCCCCCCCCCCCCC